3-nitro-1,2,4-triazolediazonium [N+](=O)([O-])C1(N=NC=N1)[N+]#N